oleyl-((Z)-octadec-9-en-1-ol) C(CCCCCCC\C=C/CCCCCCCC)C(CCCCCCC\C=C/CCCCCCCC)O